2-(2,6-difluorophenyl)-N-(3-methoxy-4-(4-(4-methylpiperazin-1-yl)piperidin-1-yl)phenyl)pyrazolo[1,5-a][1,3,5]triazin-4-amine FC1=C(C(=CC=C1)F)C1=NC=2N(C(=N1)NC1=CC(=C(C=C1)N1CCC(CC1)N1CCN(CC1)C)OC)N=CC2